C[Si](OC=C(C)C)(C)C trimethyl-((2-methylpropan-1-en-1-yl)oxy)silane